4-((5-Bromofuran-3-yl)sulfonyl)-2,6-dimethylmorpholine BrC1=CC(=CO1)S(=O)(=O)N1CC(OC(C1)C)C